[Br-].CC=1N=C(SC1C)N1N([NH2+]C(=N1)C1=CC=CC=C1)C1=CC=CC=C1 3-[4,5-dimethyl-2-thiazolyl]-2,5-diphenyltetrazolium bromide